1-((4-fluorophenyl)sulfonyl)-5-morpholino-1H-indole-3-carbaldehyde FC1=CC=C(C=C1)S(=O)(=O)N1C=C(C2=CC(=CC=C12)N1CCOCC1)C=O